3,7,13,17-tetraoxanonadecanoic acid C(COCCCOCCCCCOCCCOCC)(=O)O